(2,5-dichlorophenyl)-[2,4'-bithiazole]-2'-amine ClC1=C(C=C(C=C1)Cl)C=1N=C(SC1)C=1N=C(SC1)N